BrC=1C=C(C=C(C1)F)C1(CC(C1)CC#N)C1=NN=CN1C 2-((1s,3s)-3-(3-bromo-5-fluorophenyl)-3-(4-methyl-4H-1,2,4-triazol-3-yl)cyclobutyl)acetonitrile